rac-(3S)-3-methylpiperidine C[C@@H]1CNCCC1 |r|